N-(2-pyridinylmethyl)-N'-(2-(2-naphthoyl)aminoethyl)-N'-(5,6,7,8-tetrahydro-8-quinolinyl)-1,4-benzenedimethanamine N1=C(C=CC=C1)CNCC1=CC=C(C=C1)CN(C1CCCC=2C=CC=NC12)CCNC(=O)C1=CC2=CC=CC=C2C=C1